ClC1=C(C=C(OCC(=O)NC23CC(C2)(C3)NC(COC=3C(N(N=CC3)CC(F)(F)F)=O)=O)C=C1)F 2-(4-chloro-3-fluorophenoxy)-N-[3-(2-{[3-oxo-2-(2,2,2-trifluoroethyl)-2,3-dihydropyridazin-4-yl]oxy}acetamido)bicyclo[1.1.1]pentan-1-yl]acetamide